(S)-3-(6-chloro-4-(3-fluoro-2,6-dimethylphenyl)pyridin-2-yl)-3-((S*)-2-(5-(2-(dimethylamino)ethyl)-2-oxo-4-(trifluoromethyl)pyridin-1(2H)-yl)-4-methylpentanamido)propanoic acid ClC1=CC(=CC(=N1)[C@H](CC(=O)O)NC([C@H](CC(C)C)N1C(C=C(C(=C1)CCN(C)C)C(F)(F)F)=O)=O)C1=C(C(=CC=C1C)F)C |o1:14|